methyl ((1R,4r)-4-((5-(5-((1r,4R)-4-acetamidocyclohexyl)-1,3,4-thiadiazol-2-yl)-2-(3-cyanopyrrolo[1,2-b]pyridazin-7-yl)pyridin-4-yl)amino)cyclohexyl)carbamate C(C)(=O)NC1CCC(CC1)C1=NN=C(S1)C=1C(=CC(=NC1)C1=CC=C2N1N=CC(=C2)C#N)NC2CCC(CC2)NC(OC)=O